3-(4,4-Difluorocyclohexyl)-1-methyl-1H-indazol-5-amine FC1(CCC(CC1)C1=NN(C2=CC=C(C=C12)N)C)F